3-[(4-chloro-2-fluoro-phenyl)methoxy]-1H-pyrazole ClC1=CC(=C(C=C1)COC1=NNC=C1)F